NC1=C(C=C(C=N1)C=1C=C2N(N1)CC[C@]21CN(CC1)C(=O)NCC)O[C@H](C)C1=CC(=CC=C1)Cl (3R)-2'-{6-amino-5-[(1R)-1-(3-chlorophenyl)ethoxy]pyridin-3-yl}-N-ethyl-5',6'-dihydrospiro[pyrrolidine-3,4'-pyrrolo[1,2-b]pyrazole]-1-carboxamide